sodium monochloro acetate C(C)(=O)OCl.[Na]